N-((5-(2-((6-methoxy-2-methylquinazolin-4-yl)thio)acetyl)thiophen-2-yl)methyl)-2-methylnicotinamide COC=1C=C2C(=NC(=NC2=CC1)C)SCC(=O)C1=CC=C(S1)CNC(C1=C(N=CC=C1)C)=O